5-(1,2,3,4-tetrahydroquinoline-2-yl)isoindoline-1-one N1C(CCC2=CC=CC=C12)C=1C=C2CNC(C2=CC1)=O